C1=CC=CC=2C3=CC=CC=C3C(C12)COC(=O)NC(C(=O)NC(C(=O)OC(C)(C)C)CCCCNC(C)=O)CCCCNC(=O)OC(C)(C)C tert-butyl 2-(2-((((9H-fluoren-9-yl)methoxy)carbonyl)amino)-6-((tert-butoxycarbonyl)amino)hexanamido)-6-acetamidohexanoate